4-fluoro-N-{phenyl[4-(propan-2-yl)phenyl]methyl}-1-[2-(1H-1,2,3-triazol-1-yl)propanoyl]pyrrolidine-2-carboxamide FC1CC(N(C1)C(C(C)N1N=NC=C1)=O)C(=O)NC(C1=CC=C(C=C1)C(C)C)C1=CC=CC=C1